4-Amino-N-(2,3-dihydro-1H-inden-2-yl)-6-((2-fluorophenyl)amino)-N-methylpyridineamide NC1=CC(=NC(=C1)NC1=C(C=CC=C1)F)C(=O)N(C)C1CC2=CC=CC=C2C1